tert-butyl (R)-((3-hydroxypyrrolidin-1-yl)sulfonyl)carbamate O[C@H]1CN(CC1)S(=O)(=O)NC(OC(C)(C)C)=O